(3R)-3-(4-Chlorophenyl)-2-[(4-chlorophenyl)methyl]-3-(2-hydroxyethoxy)-6-(2-hydroxypropan-2-yl)-2,3-dihydro-1H-isoindol-1-on ClC1=CC=C(C=C1)[C@@]1(N(C(C2=CC(=CC=C12)C(C)(C)O)=O)CC1=CC=C(C=C1)Cl)OCCO